ClC=1C=C(C=CC1)[C@@H]1[C@H](C1)C(=O)NC=1N=NC=C(C1)NCC1=CC=C(C=C1)CN1C(C=CC=C1)=O (1S,2S)-2-(3-chlorophenyl)-N-(5-((4-((2-oxopyridin-1(2H)-yl)methyl)benzyl)amino)pyridazin-3-yl)cyclopropane-1-carboxamide